BrC1=CC=C(OCC2(CC(C2)(F)F)O)C=C1 1-((4-bromophenoxy)methyl)-3,3-difluorocyclobutan-1-ol